5-(2,3-dimethyl-3H-imidazo[4,5-b]pyridin-5-yl)-N-(tetrahydro-2H-pyran-4-yl)pyrrolo[2,1-f][1,2,4]triazin-2-amine CC1=NC=2C(=NC(=CC2)C=2C=CN3N=C(N=CC32)NC3CCOCC3)N1C